(2S,4aS,14aR,14bR)-9-(benzyloxy)-1,3,4,5,6,14,14a,14b-octahydro-2H-2,4a-epoxypyrido[1',2':1,6][1,2,4]triazino[3,4-a]isoquinoline-8,10-dione C(C1=CC=CC=C1)OC=1C(C=CN2N[C@H]3N(CC[C@@]45CC[C@@H](C[C@H]34)O5)C(C21)=O)=O